ClC=1N=C(N(C1)C)C1=CC=C(CN2C3=NC(=NC=C3N(C2=N)C)C2=C(C=CC=C2)Cl)C=C1 9-(4-(4-chloro-1-methyl-1H-imidazol-2-yl)benzyl)-2-(2-chlorophenyl)-7-methyl-7,9-dihydro-8H-purin-8-imine